Cl.ClC1=C(C(=O)NC2=C3C=NN(C3=CC=C2)C=2C(=NC=CC2)C)C=C(C=C1)CNC(C(C)(C)C)=O 2-Chloro-5-{[(2,2-dimethylpropanoyl)amino]methyl}-N-[1-(2-methylpyridin-3-yl)-1H-indazol-4-yl]benzamide hydrochloride